CC(C(=O)O)C α-methylpropionic acid